4-fluoro-1-methoxy-5-((2-methyl-1,4-diazacycloheptan-1-yl)sulfonyl)isoquinoline FC1=CN=C(C2=CC=CC(=C12)S(=O)(=O)N1C(CNCCC1)C)OC